(2R)-3-allyloxy-2-[9H-fluoren-9-ylmethoxycarbonyl(methyl)amino]propanoic acid C(C=C)OC[C@H](C(=O)O)N(C)C(=O)OCC1C2=CC=CC=C2C=2C=CC=CC12